C12=C3CCCCC3C(CC1)C2 tricyclo[6.2.1.02,7]-undecene